FC=1C=C2C(N(C=NC2=CC1)CC1(CCN(CC12CCCC2)C([C@@H](CC(F)(F)F)C)=O)O)=O 6-Fluoro-3-((10-hydroxy-7-((R)-4,4,4-trifluoro-2-methylbutanoyl)-7-azaspiro[4.5]decan-10-yl)methyl)quinazolin-4(3H)-one